C1(CC1)C1=NN(C(=C1)CNC=1C2=C(N=C(N1)OCC1(CC1)CN(C)C)CN(CC2)C2=CC=CC1=CC=CC(=C21)CC)C N-((3-cyclopropyl-1-methyl-1H-pyrazol-5-yl)methyl)-2-((1-((dimethylamino)methyl)cyclopropyl)methoxy)-7-(8-ethylnaphthalen-1-yl)-5,6,7,8-tetrahydropyrido[3,4-d]pyrimidin-4-amine